FC1=CC=CC(=N1)C1=CC(=NC2=C(N=CC=C12)C1=CC=NN1C1OCCCC1)N1[C@@H](COCC1)C 4-(6-Fluoropyridin-2-yl)-2-[(3R)-3-methylmorpholin-4-yl]-8-[1-(tetrahydro-2H-pyran-2-yl)-1H-pyrazol-5-yl]-1,7-naphthyridine